C(CCC)C1(CCCCC1)C1=CC(=C(C=O)C(=C1)OC)O 4-(1-Butylcyclohexyl)-2-hydroxy-6-methoxybenzaldehyde